5,6,7,8-tetrahydroquinoxalin N1=CC=NC=2CCCCC12